N[C@H](CC=1C=C2N(N=C(C=C2NCC=2OC=CC2)Cl)C1Cl)[C@H](C)F 6-((2R,3S)-2-amino-3-fluorobutyl)-2,7-dichloro-N-(furan-2-ylmethyl)pyrrolo[1,2-b]pyridazin-4-amine